6-methyl-2-(2,2,2-trifluoroethoxy)-N-(3-(4'-(trifluoromethoxy)-[1,1'-biphenyl]-4-yl)propyl)thieno[2,3-d]pyrimidin-4-amine CC1=CC2=C(N=C(N=C2NCCCC2=CC=C(C=C2)C2=CC=C(C=C2)OC(F)(F)F)OCC(F)(F)F)S1